4-chloro-2-(dimethylphosphoryl)benzonitrile ClC1=CC(=C(C#N)C=C1)P(=O)(C)C